(1R,2S,5S)-3-((S)-2-(cyclopropanecarboxamido)-3,3-dimethylbutanoyl)-6,6-dimethyl-3-azabicyclo[3.1.0]hexane-2-carboxylic acid C1(CC1)C(=O)N[C@H](C(=O)N1[C@@H]([C@H]2C([C@H]2C1)(C)C)C(=O)O)C(C)(C)C